COC=1C=C(C=CC1)C1=NN2C(=NC=3C(=CC=CC3C2=N1)C)NC=1C(N=CC=CC1)=O (3R)-3-{[2-(3-methoxyphenyl)-7-methyl-[1,2,4]triazolo[1,5-c]quinazolin-5-yl]amino}azepin-2-one